FC(C=1C=NC(=NC1)N1CCC(CC1)NCC(=O)OC(C)(C)C)(F)F tert-Butyl (1-(5-(trifluoromethyl)pyrimidin-2-yl)piperidin-4-yl)glycinate